BrC1=CC=C(C=C1)S(=O)(=O)NC1=CC=C(C=C1)C1=C2C(=NC=C1)NC=C2 4-(4-((4-bromophenyl)sulfonamido)phenyl)-1H-pyrrolo[2,3-b]pyridin